BrC=1C2=CN(N=C2C=CC1)CCCl 4-bromo-2-(2-chloroethyl)indazole